[Mn].[Co].[Ni].BrC=1C=C(C=C(C1OC(F)F)Br)NN (3,5-dibromo-4-(difluoromethoxy)phenyl)hydrazine NICKEL-COBALT-MANGANESE